2-amino-2-(2,3-dihydrofuro[3,2-b]pyridin-6-yl)acetonitrile NC(C#N)C=1C=C2C(=NC1)CCO2